tert-Butyl 2-hydroxy-5,6,7,8-tetrahydro-1,7-naphthyridine-7-carboxylate OC1=NC=2CN(CCC2C=C1)C(=O)OC(C)(C)C